1,6-dimethylpyrimidine CN1CN=CC=C1C